(S)-6-((2-Amino-2-oxoethyl)(methyl)amino)-5-(2,2-difluoro-7-((5-methoxy-7-methyl-1H-indol-4-yl)methyl)-7-azaspiro[3.5]nonan-6-yl)picolinic acid NC(CN(C1=C(C=CC(=N1)C(=O)O)[C@@H]1CC2(CC(C2)(F)F)CCN1CC1=C2C=CNC2=C(C=C1OC)C)C)=O